2-(3-Chlorophenyl)-2,2-difluoro-1-(pyridin-4-yl)ethyl ((S)-1-(((S)-1-hydroxy-3-((S)-2-oxopyrrolidin-3-yl)propan-2-yl)amino)-1-oxohexan-2-yl)carbamate OC[C@H](C[C@H]1C(NCC1)=O)NC([C@H](CCCC)NC(OC(C(F)(F)C1=CC(=CC=C1)Cl)C1=CC=NC=C1)=O)=O